4-(2-Amino-2-methylpropanoyl)-N-(1-(4-(((3-amino-5-hydroxycyclohexyl)(methyl)amino)methyl)phenyl)-2-oxo-1,2-dihydropyrimidin-4-yl)piperazine-1-carboxamide hydrochloride salt Cl.NC(C(=O)N1CCN(CC1)C(=O)NC1=NC(N(C=C1)C1=CC=C(C=C1)CN(C)C1CC(CC(C1)O)N)=O)(C)C